BrC1=CC(=C(C=C1)C1=C2C(=C(N=N1)N[C@H]1CNCCC1)N=CC=C2)OC (R)-3-((5-(4-bromo-2-methoxyphenyl)pyrido[2,3-d]pyridazin-8-yl)amino)piperidine